6-(4-chlorophenyl)-3-oxo-2,3-dihydropyridazine-4-carboxylic acid ethyl ester C(C)OC(=O)C=1C(NN=C(C1)C1=CC=C(C=C1)Cl)=O